rac-(2Z)-2-[2-fluoro-5-[hydroxy(2,2,2-trifluoroethyl)-λ4-sulfanyl]-4-methyl-phenyl]imino-3-(2,2,2-trifluoroethyl)thiazolidin-4-one 4-HYDROXYBUTYRAT OCCCC(=O)O.FC1=C(C=C(C(=C1)C)S(CC(F)(F)F)O)\N=C\1/SCC(N1CC(F)(F)F)=O